2-(4-(methylsulfonyl)phenyl)acetonitrile CS(=O)(=O)C1=CC=C(C=C1)CC#N